(1R,3S)-3-((tert-butoxycarbonyl)amino)cyclopentane C(C)(C)(C)OC(=O)NC1CCCC1